COC(C1=CN=C(C=C1I)Cl)=O 6-chloro-4-iodonicotinic acid methyl ester